CN(C)CC=1C=C(N)C=CC1 3-((dimethyl-amino)methyl)aniline